NC1=NC=C(C=C1C(=O)N[C@H]1COC[C@@H]1OCC1=CC=C(C=C1)C=1C=C2C=CN(C2=CC1)C1CCN(CC1)CCO)C=1C=NN(C1)C 2-amino-N-{(3S,4R)-4-[(4-{1-[1-(2-hydroxyethyl)piperidin-4-yl]-1H-indol-5-yl}phenyl)methoxy]oxolan-3-yl}-5-(1-methyl-1H-pyrazol-4-yl)pyridine-3-carboxamide